C(C=C)(=O)N1CCCCC1 N-Acryloyl-piperidine